2-Chloro-3-aminopyrazine ClC1=NC=CN=C1N